N-butenyl-pyrrolidone C(=CCC)N1C(CCC1)=O